tert-butyl 4-(1-{5-[6-(2-cyano-3,6-difluorophenoxy)-4-oxoquinazolin-3-yl]pyrimidin-2-yl}cyclopropyl)piperazine-1-carboxylate C(#N)C1=C(OC=2C=C3C(N(C=NC3=CC2)C=2C=NC(=NC2)C2(CC2)N2CCN(CC2)C(=O)OC(C)(C)C)=O)C(=CC=C1F)F